1-(2,6-dimethyltetrahydro-2H-pyran-4-yl)-3-methyl-4-nitro-1H-pyrazole CC1OC(CC(C1)N1N=C(C(=C1)[N+](=O)[O-])C)C